O.O.I(=O)(=O)[O-].[Co+2].I(=O)(=O)[O-] Cobalt(II) iodate dihydrate